C(C=CC=CC=CCCCCCCCCC)(=O)OCC ethyl hexadecatrienoate